n-Triacontan CCCCCCCCCCCCCCCCCCCCCCCCCCCCCC